4-(4-(2-acetyl-2,6-diazaspiro[3.6]decan-6-yl)-6-chloro-8-fluoro-2-methoxyquinazolin-7-yl)-2-amino-7-fluorobenzo[b]thiophene-3-carbonitrile C(C)(=O)N1CC2(C1)CN(CCCC2)C2=NC(=NC1=C(C(=C(C=C21)Cl)C2=CC=C(C=1SC(=C(C12)C#N)N)F)F)OC